(5'S,7a'R)-5'-(3,5-difluorophenyl)-1-(quinoxaline-5-carbonyl)tetrahydro-3'H-spiro[piperidine-4,2'-pyrrolo[2,1-b][1,3]-oxazol]-3'-one FC=1C=C(C=C(C1)F)[C@@H]1CC[C@H]2OC3(C(N21)=O)CCN(CC3)C(=O)C=3C=2N=CC=NC2C=CC3